tert-butyl (2-(2-(4-(6-(((1r,4r)-4-(3-chloro-4-cyanophenoxy)cyclohexyl)carbamoyl)pyridazin-3-yl)piperazin-1-yl)ethoxy)ethyl)carbamate ClC=1C=C(OC2CCC(CC2)NC(=O)C2=CC=C(N=N2)N2CCN(CC2)CCOCCNC(OC(C)(C)C)=O)C=CC1C#N